COC=1C=C(NCCOCC(=O)O)C=CC1[N+](=O)[O-] 2-[2-(3-methoxy-4-nitro-anilino)ethoxy]Acetic acid